CC12CCC(C=C2CCCC1)=O 4,4a,5,6,7,8-hexahydro-4a-methyl-2(3H)-naphthalenone